2-Fluoro-4-(propan-2-yl-1-d)-1,1'-biphenyl FC1=C(C=CC(=C1)C(C[2H])C)C1=CC=CC=C1